O[C@H]1C[C@@H](CCC1)N1C(C2(C3=C1N=C(N=C3)NC=3C=NN(C3)C)CC2)=O 7'-((1R,3R)-3-hydroxycyclohexyl)-2'-((1-methyl-1H-pyrazol-4-yl)amino)spiro[cyclopropane-1,5'-pyrrolo[2,3-d]pyrimidin]-6'(7'H)-one